bicyclo[2.2.1]Hept-5-ene C12CCC(C=C1)C2